5'-bromo-2'-chloro-4'-(oxetan-3-yloxy)-4,5,5',6'-tetrahydro-2H-spiro[furan-3,8'-pyrano[3,4-b]pyridine] BrC1COC2(C3=NC(=CC(=C31)OC3COC3)Cl)COCC2